[C@@H]12C(=CC[C@@H](C1(C)C)C2)C R-(+)-alpha-pinene